N-(3,5-Dimethoxyphenyl)-2-ethynyl-N-(2-oxo-1-(3,3,3-trifluoropropyl)pyrrolidin-3-yl)thiazole-4-carboxamide COC=1C=C(C=C(C1)OC)N(C(=O)C=1N=C(SC1)C#C)C1C(N(CC1)CCC(F)(F)F)=O